tert-butyl (Z)-4-styrylpiperidine-1-carboxylate C(=C/C1=CC=CC=C1)/C1CCN(CC1)C(=O)OC(C)(C)C